(E)-4-(5-bromo-2-((2-toluenesulfonylhydrazino)methyl)phenyl)piperazine-1-carboxylic acid tert-butyl ester C(C)(C)(C)OC(=O)N1CCN(CC1)C1=C(C=CC(=C1)Br)CNNS(=O)(=O)CC1=CC=CC=C1